OCC(C=O)=C 2-(hydroxymethyl)-2-propen-1-one